7-Oxo-7-phenylheptanenitrile O=C(CCCCCC#N)C1=CC=CC=C1